ClC1=C2C=3C(=NC(=NC3C(=C1)F)OC[C@@H]1CC[C@H]3COC(CN31)(F)F)NCCO2 8-chloro-2-(((6S,8aS)-3,3-difluorohexahydro-1H-pyrrolo[2,1-c][1,4]oxazin-6-yl)methoxy)-10-fluoro-5,6-dihydro-4H-[1,4]oxazepino[5,6,7-de]quinazolin